COC1=CC=C(C=C1)C=1C=CC=C2C=NC(=NC12)NC1=CC(=CC=C1)S(=O)(=O)C 8-(4-(methoxy)phenyl)-N-(3-methylsulfonylphenyl)quinazolin-2-amine